ClC1=CC2=C(N=N1)N(C=N2)[C@H]2CN(CCC2)C |r| (R and S)-3-chloro-7-(1-methylpiperidin-3-yl)-7H-imidazo[4,5-c]pyridazine